CC1(C(C=O)C=CC=C1)C 2,2-dimethylbenzaldehyde